C(C)(C)(C)S(=O)(=O)C=1C(=CC=2N(C1)C(=CN2)C2=NN(C(=C2)C(=O)NCC2=C(C=CC=C2)Cl)C)OC 3-(6-(tert-butylsulfonyl)-7-methoxyimidazo[1,2-a]pyridin-3-yl)-N-(2-chlorobenzyl)-1-methyl-1H-pyrazole-5-carboxamide